C(C)(C)(C)OC(=O)C=1C=CC2=CC3=CC=CC=C3[NH+]=C2C1 3-tert-butoxycarbonyl-acridinium